4-(6-fluoro-7-(N-(1-methylcyclopropyl)sulfamoyl)-9H-pyrimido[4,5-b]indol-4-yl)-N,N-dimethylpiperidine-1-carboxamide FC=1C=C2C3=C(NC2=CC1S(NC1(CC1)C)(=O)=O)N=CN=C3C3CCN(CC3)C(=O)N(C)C